(E)-4-(4-chlorophenyl)-N'-(thiophen-2-ylmethylene)picolinohydrazide ClC1=CC=C(C=C1)C1=CC(=NC=C1)C(=O)N/N=C/C=1SC=CC1